ClC=1C=NC=CC1[C@@H](O)C1=NN(C=C1)CC(F)(F)F |r| (rac)-(3-Chloropyridin-4-yl)(1-(2,2,2-trifluoroethyl)-1H-pyrazol-3-yl)methanol